3,5-Diiodo-L-Thyronin IC=1C=C(C[C@H](N)C(=O)O)C=C(C1OC1=CC=C(C=C1)O)I